CC(CNC1=NC(=NC(=N1)C1=NC=CC(=N1)C(F)(F)F)NC1=C(C#N)C=CC=N1)(C)C [4-(2,2-dimethyl-propylamino)-6-(4-trifluoromethyl-pyrimidin-2-yl)-[1,3,5]triazin-2-ylamino]-nicotinonitrile